(1r,4r)-4-((2',6'-bis(benzyloxy)-[3,3'-bipyridin]-6-yl)oxy)cyclohexane-1-carboxylic acid C(C1=CC=CC=C1)OC1=NC(=CC=C1C=1C=NC(=CC1)OC1CCC(CC1)C(=O)O)OCC1=CC=CC=C1